2-(((1R)-1-(2-cyano-3-(((1-hydroxy-2,3-dihydro-1H-inden-1-yl)methyl)(methyl)amino)-7-methylquinoxalin-5-yl)ethyl)amino)benzoic acid C(#N)C1=NC2=CC(=CC(=C2N=C1N(C)CC1(CCC2=CC=CC=C12)O)[C@@H](C)NC1=C(C(=O)O)C=CC=C1)C